(R)-2-(3-fluoro-4-(trifluoromethyl)phenyl)-1-(4-((5R,7R)-7-hydroxy-5-methyl-6,7-dihydro-5H-cyclopenta[d]pyrimidin-4-yl)piperazin-1-yl)-3-(4-methylpiperazin-1-yl)propan-1-one FC=1C=C(C=CC1C(F)(F)F)[C@@H](C(=O)N1CCN(CC1)C=1C2=C(N=CN1)[C@@H](C[C@H]2C)O)CN2CCN(CC2)C